1-benzyl-4-(4-aminophenyl)-1H-1,2,3-triazole C(C1=CC=CC=C1)N1N=NC(=C1)C1=CC=C(C=C1)N